6-hydroxypyridine-3-carboxylate OC1=CC=C(C=N1)C(=O)[O-]